The molecule is a macrocyclic lactone that is rapamycin in which the hydroxy group attached to the cyclohexyl moiety has been converted into the corresponding 2-hydroxyethyl ether. It is an immunosuppressant and antineoplastic agent. It has a role as an antineoplastic agent, an immunosuppressive agent, a mTOR inhibitor and an anticoronaviral agent. It is a primary alcohol, a secondary alcohol, an ether, a cyclic ketone, a cyclic acetal and a macrolide lactam. It derives from a member of sirolimus. C[C@@H]1CC[C@H]2C[C@@H](/C(=C/C=C/C=C/[C@H](C[C@H](C(=O)[C@@H]([C@@H](/C(=C/[C@H](C(=O)C[C@H](OC(=O)[C@@H]3CCCCN3C(=O)C(=O)[C@@]1(O2)O)[C@H](C)C[C@@H]4CC[C@H]([C@@H](C4)OC)OCCO)C)/C)O)OC)C)C)/C)OC